3-amino-6-(8-chloroquinolin-6-yl)-N-((1-methylpiperidin-4-yl)methyl)-5-phenylpyrazine NC=1CN(C(=C(N1)C1=CC=CC=C1)C=1C=C2C=CC=NC2=C(C1)Cl)CC1CCN(CC1)C